N,N-bis(tert-butyldimethylsilyl)allylamine [Si](C)(C)(C(C)(C)C)N([Si](C)(C)C(C)(C)C)CC=C